tert-butyl (2-((S)-1-((S)-3-((tert-butoxycarbonyl)amino)butoxy)ethyl)pyridin-4-yl)(1-(tert-butyl)-3-((1S,3R)-3-(((4-nitrophenoxy)carbonyl)oxy)cyclopentyl)-1H-pyrazol-5-yl)carbamate C(C)(C)(C)OC(=O)N[C@H](CCO[C@@H](C)C1=NC=CC(=C1)N(C(OC(C)(C)C)=O)C1=CC(=NN1C(C)(C)C)[C@@H]1C[C@@H](CC1)OC(=O)OC1=CC=C(C=C1)[N+](=O)[O-])C